methyl (S)-4-oxochromane-2-carboxylate O=C1C[C@H](OC2=CC=CC=C12)C(=O)OC